ethylene glycol mono(2-ethylhexyl) ether C(C)C(COCCO)CCCC